The molecule is a pyrrole having neopentyl-, formyl- and 1,2,3-trihydroxypropyl groups at positions 1-, 2- and 3- respectively. It is a member of pyrroles and a triol. CC(C)(C)CN1C=CC(=C1C=O)C(C(CO)O)O